NC=1C(=NC(=CN1)C1=CC(=CC=C1)C1=C2N(N=C1)CC(C2)(C)C)C(=O)N[C@@H]2CNCCC2 (S)-3-amino-6-(3-(5,5-dimethyl-5,6-dihydro-4H-pyrrolo[1,2-b]pyrazol-3-yl)phenyl)-N-(piperidin-3-yl)pyrazine-2-carboxamide